C12(CC(C1)C2)C2=CC=C(C=C2)N2C(N(C(C2=O)(C)C)CC2=C1C(=NC=C2)NC(C1)=O)=O 3-(4-(bicyclo[1.1.1]pentan-1-yl)phenyl)-5,5-dimethyl-1-((2-oxo-2,3-dihydro-1H-pyrrolo[2,3-b]pyridin-4-yl)methyl)imidazolidine-2,4-dione